4-nitrophenyl 1-(3-bromo-4-methoxyphenyl)-3-methyl-5-oxo-4,5-dihydro-1H-pyrazole-4-carboxylate BrC=1C=C(C=CC1OC)N1N=C(C(C1=O)C(=O)OC1=CC=C(C=C1)[N+](=O)[O-])C